P(=O)(OC[C@@H]1[C@H]([C@H]([C@@H](O1)N1C=NC=2C(N)=NC=NC12)O)O)([O-])[O-] Adenosyl mono-phosphate